[S-]C#N.NC(=N)N guanidine Thiocyanate